Anti-Phosphotyrosine C1=CC(=CC=C1CC(C(=O)O)NP(=O)(O)O)O